FC1(CCN(CC1)C1COC1)COC1=C(C=C(C=C1)S(=O)(=O)NC(C1=C(C=CC=C1)OC=1C=C2C(=NC1)NC=C2)=O)[N+](=O)[O-] N-({4-[(4-fluoro-1-oxetan-3-ylpiperidin-4-yl)methoxy]-3-nitrophenyl}sulfonyl)-2-(1H-pyrrolo[2,3-b]pyridin-5-yloxy)benzamide